(2,3-dihydrobenzofuran-5-ylsulfonyl)-N-(2-methyl-1,3-benzothiazol-5-yl)piperidine-4-carboxamide O1CCC2=C1C=CC(=C2)S(=O)(=O)N2CCC(CC2)C(=O)NC=2C=CC1=C(N=C(S1)C)C2